BrC1=NC=2N(C(NC(C2N1)=O)=O)C 8-Bromo-3-methylxanthin